C1(CC1)C1=NC=NC(=C1C1=NC=C(C(=N1)OCC1=CC=C(C=C1)C=1N(C=C(N1)C(F)(F)F)C)OCC1(CC1)C(F)(F)F)OC 2-(4-cyclopropyl-6-methoxy-pyrimidin-5-yl)-4-[[4-[1-methyl-4-(trifluoromethyl)imidazol-2-yl]phenyl]methoxy]-5-[[1-(trifluoromethyl)cyclopropyl]methoxy]pyrimidine